5-(1-aminobutyl)pyridin-3-amine NC(CCC)C=1C=C(C=NC1)N